NC=1C=CC(=NC1C)C1=C(N(C2=C(C=CC=C12)C#N)C(=O)OC(C)(C)C)C tert-butyl 3-(5-amino-6-methylpyridin-2-yl)-7-cyano-2-methylindole-1-carboxylate